15-pentadec-12-enolate CCCCCCCCCCCC=CCC[O-]